2-methyl-4-(4-t-butylphenyl)indenyl-zirconium ditetrahydroborate [BH4-].[BH4-].CC=1C(C2=CC=CC(=C2C1)C1=CC=C(C=C1)C(C)(C)C)[Zr+2]